6-{2-[(3-exo)-8-azabicyclo[3.2.1]oct-3-yl-(methyl)amino][1,3]thiazolo[4,5-c]pyridin-6-yl}-2-methylimidazo[1,2-a]pyridine-8-carbonitrile hydrochloride Cl.C12CC(CC(CC1)N2)N(C=2SC1=C(C=NC(=C1)C=1C=C(C=3N(C1)C=C(N3)C)C#N)N2)C